N-[(S)-1-(3,5-dimethoxyphenyl)ethyl]-4-[(R)-5-methyl-1,4-diazepan-1-yl]-8-cyclopropyl-6-methyl-1,7-diaza-3-naphthamide COC=1C=C(C=C(C1)OC)[C@H](C)NC(=O)C=1C=NC2=C(N=C(C=C2C1N1CCN[C@@H](CC1)C)C)C1CC1